FC(C1=CC(=CC(=N1)C1=NOC(=N1)C1=NC=C(C=C1)F)C=1C=NC=CC1C)F 3-(6'-(Difluoromethyl)-4-methyl-[3,4'-bipyridin]-2'-yl)-5-(5-fluoropyridin-2-yl)-1,2,4-oxadiazole